OC(COC1=C(C=C(C=C1C)C=1C(CCNN1)C)C)(C)C 6-[4-(2-hydroxy-2-methylpropoxy)-3,5-dimethylphenyl]-5-methyl-4,5-dihydro-2H-pyridazine